OC[C@H]1C[C@@H](CC1)NC(OC(C)(C)C)=O tert-butyl N-[(1R,3R)-3-(hydroxymethyl)cyclopentyl]carbamate